C(C)N1CCN(CC1)C1=CC=C(C=C1)NC1=NC=CC(=C1)NC=1C=CC=C2CCN(C12)C(C)=O 1-(7-((2-((4-(4-ethylpiperazin-1-yl)phenyl)amino)pyridin-4-yl)amino)indolin-1-yl)ethan-1-one